C1(=CC=CC2=CC=CC=C12)CC(CCC)=O 1-naphthyl-pentanone